1,2,3-triacetoxypropane C(C)(=O)OCC(COC(C)=O)OC(C)=O